C(C)(C)(C)OC(=O)N1CC=2C(CC1)=NN(C2C)C2=CC=C(C=C2)CNC2=NC(=NC=C2[N+](=O)[O-])Cl.NC2=CC(=C(C(=C2C(C)=O)C)O)F 1-(6-amino-4-fluoro-3-hydroxy-2-methylphenyl)ethanone Tert-butyl-2-(4-[[(2-chloro-5-nitropyrimidin-4-yl)amino]methyl]phenyl)-3-methyl-4h,6h,7h-pyrazolo[4,3-C]pyridine-5-carboxylate